4,6,7-trifluoro-1H-indole-2-carboxylic acid FC1=C2C=C(NC2=C(C(=C1)F)F)C(=O)O